[Si](C1=CC=CC=C1)(C1=CC=CC=C1)(C(C)(C)C)OC[C@@H]1CO[C@@H](CN1C(=O)OC(C)(C)C)C(NC(C)(C)C1=C(C(=C(C=C1)F)C)Cl)=O tert-butyl (2S,5S)-5-(((tert-butyldiphenylsilyl)oxy)methyl)-2-((2-(2-chloro-4-fluoro-3-methylphenyl)propan-2-yl)carbamoyl)morpholine-4-carboxylate